CN(CC(C(CC)C=1C=C(C=CC1)O)C)C 3-(3-Dimethylamino-1-ethyl-2-methyl-propyl)-phenol